1-(5-bromo-2-methyl-2H-1,2,3-triazol-4-yl)-N-methyl-methylamine BrC=1C(=NN(N1)C)CNC